FC1CC(C1)NC(C1=CN=CC(=C1N1CC2(CCCN2)CC1)C1=CC(=CC(=C1)F)F)=O N-[(1r,3r)-3-fluorocyclobutyl]-4-(1,7-diaza-7-spiro[4.4]nonyl)-5-(3,5-difluorophenyl)nicotinamide